Tert-butyl (5-cyclopropyl-1-methyl-4-oxo-4,5-dihydro-1H-pyrrolo[3,2-c]pyridin-3-yl)carbamate C1(CC1)N1C(C2=C(C=C1)N(C=C2NC(OC(C)(C)C)=O)C)=O